2-((2-((5-chloro-2-(4-chloro-1H-1,2,3-triazol-1-yl)phenyl)amino)-2-oxoethyl)amino)-3-(1-(difluoromethyl)-1H-pyrazol-3-yl)propanoic acid methyl ester COC(C(CC1=NN(C=C1)C(F)F)NCC(=O)NC1=C(C=CC(=C1)Cl)N1N=NC(=C1)Cl)=O